(1r,2'S,4S)-4-(3-chloroanilino)-6'-(1-hydroxyethyl)-2'-{(2R)-2-methyl-3-[(thieno[3,2-b]pyridin-7-yl)oxy]propyl}-2',3'-dihydrospiro[cyclohexane-1,1'-indene]-4-carboxylic acid ClC=1C=C(NC2(CCC3([C@H](CC4=CC=C(C=C34)[C@@H](C)O)C[C@H](COC3=C4C(=NC=C3)C=CS4)C)CC2)C(=O)O)C=CC1